O1C(CCC1)ON=CC1=CC=C(C=C1)C(F)(F)F p-trifluoromethylbenzaldehyde-O-2-tetrahydrofuryl oxime